C(C)C1=C(C(=CC=C1)CC)N1C(=NCC(=C1O)CC1=CC(=C(C=C1)C=1C(N(C=CC1)C)=O)F)C1=NN(C=C1)CC(C)C 1-(2,6-diethylphenyl)-5-{[3-fluoro-4-(1-methyl-2-oxo-1,2-dihydropyridin-3-yl)phenyl]methyl}-6-hydroxy-2-[1-(2-methylpropyl)-1H-pyrazol-3-yl]-1,4-dihydropyrimidin